CC=1C(=NC(=C(N1)NCCN1CCCC1)CC1=CC(=CC=C1)C)C(=O)O 3-methyl-6-(3-methylbenzyl)-5-((2-(pyrrolidin-1-yl)ethyl)amino)pyrazine-2-carboxylic acid